FC=1C=CC(=NC1)C(C)NC1=NC=C(C=N1)C1=NOC(=N1)C(F)(F)F N-[1-(5-fluoropyridin-2-yl)ethyl]-5-[5-(trifluoromethyl)-1,2,4-oxadiazol-3-yl]pyrimidin-2-amine